farnesyl-6-methyl-benzoquinone C(C=C(C)CCC=C(C)CCC=C(C)C)C=1C(C(=CC(C1)=O)C)=O